cis-tert-Butyl 3-(dimethylamino)-4-hydroxy-3-(3-(trifluoromethyl)phenethyl)-piperidine-1-carboxylate CN([C@]1(CN(CC[C@H]1O)C(=O)OC(C)(C)C)CCC1=CC(=CC=C1)C(F)(F)F)C